FC1=NN(C2=CC(=CC=C12)/C=C/C(=O)NC=1C(=NC(=CC1C)OC)C)C1OCC1 (2E)-3-[3-fluoro-1-(oxetan-2-yl)indazol-6-yl]-N-(6-methoxy-2,4-dimethylpyridin-3-yl)prop-2-enamide